3-[3-(cyanomethoxy)phenyl]-3-[4-(7H-pyrrolo[2,3-d]pyrimidin-4-yl)-1H-pyrazol-1-yl]propanenitrile C(#N)COC=1C=C(C=CC1)C(CC#N)N1N=CC(=C1)C=1C2=C(N=CN1)NC=C2